ethyl 6-bromo-2-oxo-2,3-dihydro-1H-imidazo[4,5-b]pyridine-1-carboxylate BrC=1C=C2C(=NC1)NC(N2C(=O)OCC)=O